N1=CC=C(C=C1)C1=NOC2=C1C=CC=C2 3-(pyridin-4-yl)-1,2-benzoxazole